8-cyano-2-(imidazol-1-yl)-N-[(trans)-4-(2-hydroxypropan-2-yl)cyclohexyl]quinazoline-4-carboxamide C(#N)C=1C=CC=C2C(=NC(=NC12)N1C=NC=C1)C(=O)N[C@@H]1CC[C@H](CC1)C(C)(C)O